5-methyl-4,6-nonanediol bis(diphenylphosphinite) C1(=CC=CC=C1)P(C1=CC=CC=C1)OC(CCC)C(C(CCC)OP(C1=CC=CC=C1)C1=CC=CC=C1)C